2-(5-(3-fluorophenyl)furan-2-yl)-1H-imidazo[4,5-f][1,10]phenanthroline FC=1C=C(C=CC1)C1=CC=C(O1)C=1NC=2C(=C3C=CC=NC3=C3N=CC=CC23)N1